4-chloro-1-(2-fluorophenyl)-5-nitro-2-(trifluoromethyl)-1H-benzo[d]imidazole ClC1=C(C=CC=2N(C(=NC21)C(F)(F)F)C2=C(C=CC=C2)F)[N+](=O)[O-]